3,3-Bis(9H-carbazol-9-yl)biphenyl C1=CC=CC=2C3=CC=CC=C3N(C12)C1(CC(=CC=C1)C1=CC=CC=C1)N1C2=CC=CC=C2C=2C=CC=CC12